C1(CC1)C1=C(N=C2SC3=C(N21)C=CC(=C3)C(=O)NCCCN3CCC(CC3)F)C3=CC=C(C=C3)[C@@H]3OCCC3 (R)-3-cyclopropyl-N-(3-(4-fluoropiperidin-1-yl)propyl)-2-(4-(tetrahydrofuran-2-yl)phenyl)benzo[d]imidazo[2,1-b]thiazole-7-carboxamide